7-(4-(aminomethyl)phenyl)-N-(4-(morpholinomethyl)phenyl)thieno[3,2-d]pyrimidin-2-amine NCC1=CC=C(C=C1)C1=CSC2=C1N=C(N=C2)NC2=CC=C(C=C2)CN2CCOCC2